SCCO β-mercaptoethanoL